C(C)C1(C=CC=C1)[Zr](N(C)C)(N(C)C)N(C)C ethylcyclopentadienyl-tris(dimethylamino)zirconium